thieno[3,2-c]pyridine-2-carbaldehyde S1C(=CC=2C=NC=CC21)C=O